Sulfhydryl-acrylamide SC(C(=O)N)=C